FC(COC=1N=NC(=CC1NCCC1=CC=CC=C1)C=1C(=NC(=NC1)OC)OC)F 3-(2,2-difluoroethoxy)-6-(2,4-dimethoxypyrimidin-5-yl)-N-phenethylpyridazin-4-amine